[2,3-difluoro-4-[3-isopropyl-1-(2-methoxyethyl)pyrazol-4-yl]phenyl]trifluoromethanesulfonic acid FC1=C(C=CC(=C1F)C=1C(=NN(C1)CCOC)C(C)C)OS(=O)(=O)C(F)(F)F